1-(pent-4-yn-1-yl)-1H-imidazole C(CCC#C)N1C=NC=C1